C(C)(C)(C)OC(=O)N[C@@H]1[C@@H](OCC12CCN(CC2)C=2N=CC(=NC2CO)SC2=C(C(=NC=C2)N2CCC(CC2)C(=O)O)Cl)C 1-(4-((5-((3S,4S)-4-((tert-Butoxycarbonyl)amino)-3-methyl-2-oxa-8-azaspiro[4.5]dec-8-yl)-6-(hydroxymethyl)pyrazin-2-yl)thio)-3-chloropyridin-2-yl)piperidine-4-carboxylic acid